O[C@@H](C(=O)O)C(C)C (R)-2-hydroxy-3-methylbutanoic acid